N-(3-chloro-5-fluoro-4-((6-methoxy-7-(2-(methylamino)ethoxy)quinolin-4-yl)oxy)phenyl)-4-methoxypyridine-3-carboxamide ClC=1C=C(C=C(C1OC1=CC=NC2=CC(=C(C=C12)OC)OCCNC)F)NC(=O)C=1C=NC=CC1OC